5-hydroxybenzene-1,3-dicarboxylic acid OC=1C=C(C=C(C1)C(=O)O)C(=O)O